N-Phenethyl-4-(pyridin-3-yl)-1H-imidazole-1-carboxamide C(CC1=CC=CC=C1)NC(=O)N1C=NC(=C1)C=1C=NC=CC1